CO[C@@H]1CN(CC1)C=1SC2=C(N=CN=C2)N1 2-[(3S)-3-methoxypyrrolidin-1-yl]thiazolo[4,5-d]pyrimidine